C12(C=CC(CC1)C2(C)C)C (+)-2-camphene